FC1=CC=NC(=C1C(=O)N[C@@H](CCOC[C@@H](CCC1=NC=2NCCCC2C=C1)C)C(=O)O)C N-(4-fluoro-2-methylnicotinoyl)-O-((R)-2-methyl-4-(5,6,7,8-tetrahydro-1,8-naphthyridin-2-yl)butyl)-L-homoserine